COC=1C=C(C=NC1)C=1N=NN(C1)CC1=CC=C(N=N1)N1CC(CCC1)(C)NC(OC(C)(C)C)=O tert-butyl N-[1-[6-[[4-(5-methoxy-3-pyridyl)triazol-1-yl] methyl]pyridazin-3-yl]-3-methyl-3-piperidyl]carbamate